tert-butyl N-{[(4R)-8-(1H-imidazol-5-yl)-3,4-dihydro-2H-1-benzopyran-4-yl]methyl}-N-methylcarbamate N1C=NC=C1C1=CC=CC=2[C@@H](CCOC21)CN(C(OC(C)(C)C)=O)C